1-(11Z-eicosenoyl)-2-tetradecanoyl-glycero-3-phospho-(1'-sn-glycerol) CCCCCCCCCCCCCC(=O)O[C@H](COC(=O)CCCCCCCCC/C=C\CCCCCCCC)COP(=O)(O)OC[C@H](CO)O